Ethyl (R)-2-chloro-4-((tetrahydrofuran-3-yl)amino)pyrimidine-5-carboxylate ClC1=NC=C(C(=N1)N[C@H]1COCC1)C(=O)OCC